bromo-N,N-bis(4-methoxybenzyl)-2-((tetrahydrofuran-2-yl)methoxy)imidazo[2,1-f][1,2,4]triazin-4-amine BrC=1N=C2C(=NC(=NN2C1)OCC1OCCC1)N(CC1=CC=C(C=C1)OC)CC1=CC=C(C=C1)OC